[N+](=O)([O-])C1=CC=C(C=C1)C(CCS(=O)(=O)C1=CC=CC=C1)=O 1-(4-nitrophenyl)-3-(benzenesulfonyl)propan-1-one